NC1C(COC1)C(=O)O 4-aminotetrahydro-furan-3-carboxylic acid